(S)-1-(Ethylsulfonyl)-2'-(1-isopropyl-1H-pyrazol-4-yl)-6'-methyl-1'-(1-methyl-1H-indazol-5-yl)-3',6'-dihydro-7'H-spiro[azepane-4,8'-dipyrrolo[2,3-b:3',2'-d]pyridin]-7'-one C(C)S(=O)(=O)N1CC[C@@]2(C(N(C=3C2=C2C(=NC3)NC(=C2C=2C=C3C=NN(C3=CC2)C)C=2C=NN(C2)C(C)C)C)=O)CCC1